cis-5-[(3R,5S)-4-(tert-butoxycarbonyl)-3,5-dimethylpiperazin-1-yl]-2-methoxyquinoline-8-carboxylic acid C(C)(C)(C)OC(=O)N1[C@@H](CN(C[C@@H]1C)C1=C2C=CC(=NC2=C(C=C1)C(=O)O)OC)C